NC1=C(C=CC2=CC=CC=C12)N=NC=1C=NC(=CC1)C1=C(C(=CC(=C1)C)C=O)OCCCC 4-Amino-3-[6-(3-formyl-2-butoxy-5-methylphenyl)pyridin-3-ylazo]naphthalin